dimethylaminoethyl methacrylate methyl chloride salt CCl.C(C(=C)C)(=O)OCCN(C)C